C(O)C12C3(CCC(C2CCC1)C3)CO dimethylol-tricyclo(5.2.1.02,6)decane